ClC=1C(=NN2C1C(NCC2)=O)C2=C1C(=NC=C2)SC=C1 3-chloro-2-[thieno[2,3-b]pyridin-4-yl]-5H,6H,7H-pyrazolo[1,5-a]pyrazin-4-one